isooctyl 2-[4-[4,6-bis(4-phenylphenyl)-1,3,5-triazin-2-yl]-3-hydroxy-phenoxy]propanoate C1(=CC=CC=C1)C1=CC=C(C=C1)C1=NC(=NC(=N1)C1=CC=C(C=C1)C1=CC=CC=C1)C1=C(C=C(OC(C(=O)OCCCCCC(C)C)C)C=C1)O